C1(CC1)C1=NC=C(C=N1)N1C=C(C=2C1=NC=C(C2)C=2C(=NOC2C)C)C2=C(C=C(C(=O)O)C=C2)OC(F)(F)F 4-(1-(2-cyclopropylpyrimidin-5-yl)-5-(3,5-dimethylisoxazol-4-yl)-1H-pyrrolo[2,3-b]pyridin-3-yl)-3-(trifluoromethoxy)benzoic acid